2,2-Difluoro-2'-(4-fluorophenyl)-3'-(3-methyl-1-((2-(trimethylsilyl)ethoxy)methyl)-1H-pyrazolo[3,4-b]pyridin-4-yl)-5'H,7'H-spiro[cyclopropane-1,6'-pyrazolo[5,1-b][1,3]oxazine] FC1(CC12CN1C(OC2)=C(C(=N1)C1=CC=C(C=C1)F)C1=C2C(=NC=C1)N(N=C2C)COCC[Si](C)(C)C)F